C(C1=CC=CC=C1)(=O)C1=C(NC(=C(C(=O)N)C1)C(C1=CC=CC=C1)=O)C(C1=CC=CC=C1)=O Tribenzoyl-1,4-Dihydronicotinamide